C(OCCCCCC)(OCCCCCC)(OCCCCCC)OCCCCCC tetrahexyl orthocarbonate